tri(2-methoxyethoxy)silane COCCO[SiH](OCCOC)OCCOC